C1(CCCC1)[C@@H](CC#N)N1N=CC(=C1)C=1C2=C(N=CN1)NC=C2 3(R)-Cyclopentyl-3-[4-(7H-pyrrolo[2,3-d]pyrimidin-4-yl)-1H-pyrazol-1-yl]propanenitrile